4-isopropyl-5-(8-methyl-[1,2,4]triazolo[1,5-a]pyridin-6-yl)-N-((1s,4s)-4-((3-methylbutan-2-yl)amino)cyclohexyl)-1H-pyrazole-3-carboxamide C(C)(C)C=1C(=NNC1C=1C=C(C=2N(C1)N=CN2)C)C(=O)NC2CCC(CC2)NC(C)C(C)C